NC1=CC=C(OCC(C)(C)COC2=CC=C(C=C2)N)C=C1 2,2-Bis[(4-Aminophenoxy)methyl]propane